C(C1=CC=CC=C1)OC1=NC(=C(C(=N1)C[C@]1(CCCC2=CC=CC=C12)C(=O)OC)[N+](=O)[O-])OCC1=CC=CC=C1 (S)-methyl 1-((2,6-bis(benzyloxy)-5-nitropyrimidin-4-yl) methyl)-1,2,3,4-tetrahydronaphthalene-1-carboxylate